N1(N=CC2=CC=CC=C12)CC(=O)OCC ethyl 2-(indazol-1-yl)acetate